6-ethyl-5-[ethyl(methyl)amino]pyrazine-2-carboxamide C(C)C1=C(N=CC(=N1)C(=O)N)N(C)CC